FC1=NC(=C2N=CN(C2=N1)C1OCC1)NCC1=CC=C(C=C1)C(F)(F)F 2-fluoro-6-{[4-(trifluoromethyl)benzyl]amino}-9-(oxetan-2-yl)-9H-purine